C(C)(C)(C)C1=NOC(=C1)N 3-(tert-butyl)isoxazol-5-amine